N-Boc-6-(4-(t-butoxycarbonyl)piperazin-1-yl)-4-(4-phenoxyphenyl)isoindolin-1-one C(=O)(OC(C)(C)C)N1C(C2=CC(=CC(=C2C1)C1=CC=C(C=C1)OC1=CC=CC=C1)N1CCN(CC1)C(=O)OC(C)(C)C)=O